((4R,5S,7R,8R,9S,10R)-8,10-dihydroxy-7-(hydroxymethyl)-9-(4-(3,4,5-trifluorophenyl)-1H-1,2,3-triazol-1-yl)-1,6-dioxaspiro[4.5]dec-4-yl)-[1,1'-biphenyl]-3-carboxamide O[C@H]1[C@H](O[C@@]2([C@H](CCO2)C2=C(C=CC=C2C(=O)N)C2=CC=CC=C2)[C@@H]([C@H]1N1N=NC(=C1)C1=CC(=C(C(=C1)F)F)F)O)CO